COC1=CC=C(C=C1)CNC(=O)NC1=CC=C(C=C1)CC(=O)NC1CCC(CC1)OCC1=CC(=NO1)C 2-[4-({N-[(4-methoxyphenyl)methyl]carbamoyl}amino)phenyl]-N-{4-[(3-methylisoxazol-5-yl)methoxy]cyclohexyl}acetamide